C1(=CC=CC=C1)CC(CC#C[Si](C(C)C)(C(C)C)C(C)C)ON=C1CCCCC1 cyclohexanone O-(1-phenyl-5-(triisopropylsilyl)-4-pentyn-2-yl) oxime